[[4-[(3S)-3-Amino-5-methyl-hexyl]-6-(2,6-dimethylphenyl)-2-pyridyl]sulfamoyl]benzoate N[C@@H](CCC1=CC(=NC(=C1)C1=C(C=CC=C1C)C)NS(=O)(=O)C1=C(C(=O)[O-])C=CC=C1)CC(C)C